3-(cyclopropylmethoxy)-4-(difluoromethoxy)styrene C1(CC1)COC=1C=C(C=C)C=CC1OC(F)F